ClC1=NC2=NC(=C(N=C2C(=N1)C1=C(C=C(C=C1)Cl)F)C)C 2-chloro-4-(4-chloro-2-fluoro-phenyl)-6,7-dimethyl-pteridine